(4-chloro-1-((2-(trimethylsilyl)ethoxy)methyl)-1H-pyrrolo[2,3-b]pyridin-3-yl)(cyclopentyl)methanone ClC1=C2C(=NC=C1)N(C=C2C(=O)C2CCCC2)COCC[Si](C)(C)C